FC(C=1C=CC2=C(SC(=C2)C(=O)N2CCCC23CCN(CC3)C(=O)OC(C)(C)C)C1)(F)F t-butyl 1-(6-(trifluoromethyl)benzo[b]thiophene-2-carbonyl)-1,8-diazaspiro[4.5]decane-8-carboxylate